difluoro(malonate) FC(C(=O)[O-])(C(=O)[O-])F